(6,7-difluoro-[1,2,4]triazolo[4,3-a]quinazolin-5-yl)-9-(3,3-dimethylbut-1-yn-1-yl)-2,3,4,5-tetrahydrobenzo[b][1,4]oxazepine FC1=C2C(=NC=3N(C2=CC=C1F)C=NN3)C3CCNC1=C(O3)C(=CC=C1)C#CC(C)(C)C